tert-butyl 1-[1-(m-tolyl)imidazol-2-yl]isoindoline-2-carboxylate C1(=CC(=CC=C1)N1C(=NC=C1)C1N(CC2=CC=CC=C12)C(=O)OC(C)(C)C)C